[5-bromo-3-(2-tert-butoxycarbonylamino-ethyl)-2,4-dioxo-3,4-dihydro-2H-pyrimidin-1-yl]-methyl acetate C(C)(=O)OCN1C(N(C(C(=C1)Br)=O)CCNC(=O)OC(C)(C)C)=O